C(#N)N1C[C@]2(CCC2C1)NC(=O)C1=NNC(=C1)C=1C=NC=CC1NC1=CC=C(C=C1)F N-((1R)-3-cyano-3-azabicyclo[3.2.0]heptan-1-yl)-5-(4-((4-fluorophenyl)amino)pyridin-3-yl)-1H-pyrazole-3-carboxamide